L-carnitine sulfate S(=O)(=O)(O)O[C@@H](C[N+](C)(C)C)CC([O-])=O